C(C)(C)(C)C1=NN(C2=NC(=NC(=C21)N)N)C([2H])([2H])[2H] tert-butyl-1-(trideuteriomethyl)pyrazolo[3,4-d]pyrimidine-4,6-diamine